(3-(2,4-difluorophenyl)propyl)-6-azaspiro[4.5]decane-6-carboxamide FC1=C(C=CC(=C1)F)CCCC1CCCC12N(CCCC2)C(=O)N